C1(=CC=CC=2SC3=C(C21)C=CC=C3)C3=CC=C(C=C3)Br 4-(dibenzothiophen-1-yl)bromobenzene